Ethyl 2-[acetyl(4-chlorobenzyl)amino]-6-hydroxy-1-benzothiophene-3-carboxylate C(C)(=O)N(C=1SC2=C(C1C(=O)OCC)C=CC(=C2)O)CC2=CC=C(C=C2)Cl